Cl.COC(=O)[C@H]1C[C@H](CC1)N (1r,3s)-3-aminocyclopentane-1-carboxylic acid methyl ester hydrochloride